8-cyclopentyl-2-((7-fluoro-1,2,3,4-tetrahydroisoquinolin-6-yl)amino)-7-oxo-7,8-dihydropyrido[2,3-d]pyrimidine-6-carbonitrile C1(CCCC1)N1C(C(=CC2=C1N=C(N=C2)NC=2C=C1CCNCC1=CC2F)C#N)=O